C(C)(=O)C1=C(C=CC(=C1)F)NC1=C(C(=O)OC)C=C(C(=C1)C(F)(F)F)F methyl 2-((2-acetyl-4-fluorophenyl)amino)-5-fluoro-4-(trifluoromethyl)benzoate